3-dodecyl-1-(1,2,2,6,6-pentamethyl-4-piperidinyl)pyrrolidine-2,5-dione C(CCCCCCCCCCC)C1C(N(C(C1)=O)C1CC(N(C(C1)(C)C)C)(C)C)=O